1-(((R)-7-((R)-3-Cyclobutyl-2-methylpropanoyl)-10-hydroxy-7-azaspiro[4.5]decan-10-yl)methyl)-4-(2-fluorophenyl)-N,N-dimethyl-6-oxo-1,6-dihydropyridin-3-carboxamid C1(CCC1)C[C@H](C(=O)N1CC2(CCCC2)[C@@](CC1)(O)CN1C=C(C(=CC1=O)C1=C(C=CC=C1)F)C(=O)N(C)C)C